C1(=CC=CC=C1)C=1C(=C(C(=C(C1)O)CC)C1=CC=CC=C1)C1=CC=CC=C1.[K] potassium triphenyl-ethylphenol